COC1=CC=C(C(=O)NC=2C=C(C=CC2)C=2N=C(C3=C(N2)SC=C3)NC(P(O)(O)=O)P(O)(O)=O)C=C1 (((2-(3-(4-methoxybenzamido)phenyl)thieno[2,3-d]pyrimidin-4-yl)amino)methylene)bis(phosphonic acid)